rac-ethyl N-{4-chloro-5-[(3-methyl-1,2,4-oxadiazol-5-yl)carbonyl]-1,3-thiazol-2-yl}-N-(4-fluorophenyl)alaninate ClC=1N=C(SC1C(=O)C1=NC(=NO1)C)N([C@@H](C)C(=O)OCC)C1=CC=C(C=C1)F |r|